3-(4-(5-((6-Chloro-2-methoxyacridin-9-yl)amino)-2-hydroxybenzyl)piperazin-1-yl)propanal ClC=1C=C2N=C3C=CC(=CC3=C(C2=CC1)NC=1C=CC(=C(CN2CCN(CC2)CCC=O)C1)O)OC